C(C)(C)(C)S(=O)(=O)N1CCC2=NC=C(C=C21)NC(=O)C2=C(C=C(C=C2)NS(=O)(=O)CC(=O)OCC)N2CCC1(CC1)CC2 ethyl 2-(N-(4-((1-(tert-butylsulfonyl)-2,3-dihydro-1H-pyrrolo[3,2-b]pyridin-6-yl)carbamoyl)-3-(6-azaspiro[2.5]octan-6-yl)phenyl)sulfamoyl)acetate